N[C@@H]1C=2C(=NC=CC2)CC12CCN(CC2)C2=NC(=C1C(=N2)NN=C1SC1=C(C(=CC=C1)Cl)Cl)C#N (S)-6-(5-amino-5,7-dihydro-spiro[cyclopent[b]pyridin-6,4'-piperidin]-1'-yl)-3-((2,3-dichlorophenyl)thio)-1H-pyrazolo[3,4-d]pyrimidine-4-carbonitrile